[Cl-].[Cl-].C1(=CC(=CC=C1)C(=[Zr+2](C1=C(C(=CC=2C3=CC(=C(C=C3CC12)C1=CC=CC=C1)C(C)(C)C)C(C)(C)C)C1=CC=CC=C1)C1C=CC=C1)C=1C=C(C=CC1)C)C di(m-tolyl)methylene(cyclopentadienyl)(2,7-diphenyl-3,6-di-t-butylfluorenyl)zirconium dichloride